5-fluoro-7-(trifluoromethyl)isoindolin-1-one FC=1C=C2CNC(C2=C(C1)C(F)(F)F)=O